5-methyl-1,4-diazepan CC1NCCNCC1